[Si](C)(C)(C(C)(C)C)OC1CC(C1)CC#N 2-[(1s,3r)-3-[(tert-butyldimethylsilyl)oxy]cyclobutyl]acetonitrile